CN(CCN(C(C(=C)F)=O)[C@@H]1C[C@H](C1)OC1=C2C=NNC2=CC(=C1)C1=CC=C(C=C1)O)C trans-N-(2-(dimethylamino)ethyl)-2-fluoro-N-(3-((6-(4-hydroxyphenyl)-1H-indazole-4-yl)oxy)cyclobutyl)acrylamide